OC(C#CC1=CC2=C(OC[C@@H](C(N2C)=O)NC(C2=NC=CC(=C2)OC2=NC(=CC=C2)C)=O)C=C1)(C)C (S)-N-(7-(3-hydroxy-3-methylbut-1-yn-1-yl)-5-methyl-4-oxo-2,3,4,5-tetrahydrobenzo[b][1,4]oxazepin-3-yl)-4-((6-methylpyridin-2-yl)oxy)picolinamide